7-bromo-6-fluoro-2-methyl-3H-2λ4-benzo[c]isothiazole 2-oxide BrC1=C(C=CC2=C1N=S(C2)(C)=O)F